((1R,2R)-2-(2,3-dihydrobenzofuran-4-yl)cyclopropyl)methanaminium chloride [Cl-].O1CCC2=C1C=CC=C2[C@H]2[C@@H](C2)C[NH3+]